FC(C1=NN=C(O1)C=1C=CC(=NC1)CN(S(=O)(=O)C1COCC1)C1=CC=CC=C1)F N-((5-(5-(difluoromethyl)-1,3,4-oxadiazol-2-yl)pyridin-2-yl)methyl)-N-phenyltetrahydrofuran-3-sulfonamide